FC(C=1C=C(C=CC1)[C@@H](C)NC1=NC(=NC2=CC=C(C=C12)N(C=1C=C(C(=NC1)O)N1C(N(CC1)C)=O)C)C)F (R)-1-(5-((4-((1-(3-(difluoromethyl)phenyl)ethyl)amino)-2-methylquinazolin-6-yl)(methyl)amino)-2-hydroxypyridin-3-yl)-3-methylimidazolin-2-one